C(C)(C)(C)OC(=O)N1CCN(CC1)CCS(=O)(=O)N1CC(N(CC1)C1=CC(=CC=C1)C1(CNC2=NC=CC(=C21)Cl)CC)=O (4-{2-[4-(3-{4-chloro-3-ethyl-1H-pyrrolo[2,3-b]pyridin-3-yl}phenyl)-3-oxopiperazine-1-sulfonyl]ethyl}piperazin-1-yl)carboxylic acid tert-butyl ester